C(C)(C)(C)OC(=O)N1C2C(CC1CC2)(C(F)(F)F)O racemic-2-hydroxy-2-(trifluoromethyl)-7-azabicyclo[2.2.1]heptane-7-carboxylic acid tert-butyl ester